C(C)C=1C(=CC(=C(N)C1)OC)N1CCC(CC1)N1CCN(CC1)C 5-ethyl-2-methoxy-4-[4-(4-methylpiperazin-1-yl)piperidin-1-yl]aniline